6-chloro-1,2,3,4-tetrahydro-2,7-naphthyridine hydrochloride salt Cl.ClC=1C=C2CCNCC2=CN1